(2S,5R)-2,5-diethyl-4-(1-(4-fluoro-2-methoxyphenyl)ethyl)piperazine-1-carboxylic acid C(C)[C@@H]1N(C[C@H](N(C1)C(C)C1=C(C=C(C=C1)F)OC)CC)C(=O)O